ClC1=CC(=CC=2N=C(OC21)C=2C(=C(C=CC2)C2=C(C(=CC=C2)NC=2N=CC=C1C(=CC=NC21)C=C)C)C)CO (7-chloro-2-(2,2'-dimethyl-3'-((4-vinyl-1,7-naphthyridin-8-yl)amino)-[1,1'-biphenyl]-3-yl)benzo[d]oxazol-5-yl)methanol